3,7-dimethyl-non-6-enoic acid CC(CC(=O)O)CCC=C(CC)C